C1(CC1)N(C(OC(C)(C)C)=O)C1CN(CC1)C=1N=NC(=CN1)C1=C2C=NN(C2=C(C=C1)N1N=CC=C1)COCC[Si](C)(C)C tert-butyl N-cyclopropyl-N-[1-[6-[7-pyrazol-1-yl-1-(2-trimethylsilylethoxymethyl)indazol-4-yl]-1,2,4-triazin-3-yl]pyrrolidin-3-yl]carbamate